tert-butyl 7-(2,7-dichloro-8-fluoropyrido[4,3-d]pyrimidin-4-yl)-3,7-diazabicyclo[3.3.1]nonane-3-carboxylate ClC=1N=C(C2=C(N1)C(=C(N=C2)Cl)F)N2CC1CN(CC(C2)C1)C(=O)OC(C)(C)C